ClC1=CC2=C(C=N1)C(CC2)N2N=CC(=C2)N 1-(3-Chloro-6,7-dihydro-5H-cyclopenta[c]pyridin-7-yl)-1H-pyrazol-4-amine